ethyl 2-(5-(cyclopropylmethyl)-2-(methoxymethyl)phenyl)acetate C1(CC1)CC=1C=CC(=C(C1)CC(=O)OCC)COC